(S)-2-amino-2-methyl-6-ureidohexanoic acid N[C@](C(=O)O)(CCCCNC(=O)N)C